(S)-7-(4-(2-(oxetan-3-yloxy) phenyl) piperidin-1-yl)-2-(1,3,4-thiadiazol-2-yl)-5-oxa-2-azaspiro[3.4]octaneformate O1CC(C1)OC1=C(C=CC=C1)C1CCN(CC1)C1COC2(CN([C@@H]2C(=O)[O-])C=2SC=NN2)C1